NC1=C(C(=C(C=N1)C1=CC=C(C=C1)O)CC)C1=CC(=C(C=C1)F)F 4-[6-amino-5-(3,4-difluorophenyl)-4-ethyl-3-pyridinyl]phenol